2-(1H-pyrrolo[2,3-b]pyridin-5-yloxy)-4-(4-((1-phenyl-2-azaspiro[3.4]octan-2-yl)methyl)piperidin-1-yl)benzoic acid N1C=CC=2C1=NC=C(C2)OC2=C(C(=O)O)C=CC(=C2)N2CCC(CC2)CN2C(C1(C2)CCCC1)C1=CC=CC=C1